N-(4-(((3-(3-chloro-4-(2-chloroethoxy)-5-cyanophenyl)-2,3-dihydro-1H-inden-5-yl)oxy)methyl)pyrimidin-2-yl)methanesulfonamide ClC=1C=C(C=C(C1OCCCl)C#N)C1CCC2=CC=C(C=C12)OCC1=NC(=NC=C1)NS(=O)(=O)C